NC/C(/CN1N=CN(C1=O)CC=1SC(=CC1)C#CC=1C=NC(=CC1)N(C)C)=C\F 2-[(E)-2-(aminomethyl)-3-fluoro-allyl]-4-[[5-[2-[6-(dimethylamino)-3-pyridyl]ethynyl]-2-thienyl]methyl]-1,2,4-triazol-3-one